tert-butyl-(1H-indazol-4-yloxy)-dimethyl-silane C(C)(C)(C)[Si](C)(C)OC1=C2C=NNC2=CC=C1